NC=1C2=C(N=CN1)N(C=C2C2=CC=C(C=1N2C=CN1)NC(=O)NC1=NOC(=C1)C1(CCC1)C)C1CC1 1-(5-(4-AMINO-7-CYCLOPROPYL-7H-PYRROLO[2,3-D]PYRIMIDIN-5-YL)IMIDAZO[1,2-A]PYRIDIN-8-YL)-3-(5-(1-METHYLCYCLOBUTYL)ISOXAZOL-3-YL)UREA